FC(CN1C(=CC2=C(C=CC=C12)[N+](=O)[O-])I)(C)F 1-(2,2-difluoropropyl)-2-iodo-4-nitro-1H-indole